FC=1C=CC2=C(CCO2)C1CNC1=NC=C(C=2N1C=NN2)C=2C=1N(C(=CC2)C)C=C(N1)C(=O)OC methyl 8-(5-(((5-fluoro-2,3-dihydrobenzofuran-4-yl) methyl) amino)-[1,2,4]triazolo[4,3-c]pyrimidin-8-yl)-5-methylimidazo[1,2-a]pyridine-2-carboxylate